CC(CCCO)O 1-methylbutylene glycol